2-((3-chlorophenyl)thio)-N-(3,4-dimethoxybenzyl)acetamide ClC=1C=C(C=CC1)SCC(=O)NCC1=CC(=C(C=C1)OC)OC